N-(6-chloro-3-(1-methyl-1H-imidazol-4-yl)-1-(4-(trifluoromethyl)phenyl)-1H-indol-5-yl)acrylamide ClC1=C(C=C2C(=CN(C2=C1)C1=CC=C(C=C1)C(F)(F)F)C=1N=CN(C1)C)NC(C=C)=O